C(C1=CC=CC=C1)OC[C@H]1NC=2C(=C3CN(C(C3=CC2)=O)C2C(NC(CC2)=O)=O)OC1 3-((R)-3-((benzyloxy)methyl)-7-oxo-3,4,7,9-tetrahydro-[1,4]oxazino[2,3-e]isoindol-8(2H)-yl)piperidine-2,6-dione